C1C(CC2=CC=CC=C12)O Dihydro-1H-inden-2-ol